O[C@@H](CNC(C)(C)C)C1=CC(=C(C=C1)OC(C1=CC=C(C=C1)C)=O)OC(C1=CC=C(C=C1)C)=O |r| (RS)-[4-(1-Hydroxy-2-tert-butylamino-ethyl)-2-(4-methylbenzoyl)oxy-phenyl]4-methylbenzoate